C(C)(C)(C)P(C1=C(C=CC=C1)C1=C(C=C(C=C1C(C)C)C(C)C)C(C)C)C(C)(C)C 2-di-tert-butylphosphino-2',4',6'-Triisopropyl-1,1'-biphenyl